(5-(3-(1-Methyl-1H-indazol-6-yl)-1,4-dihydrothieno[2',3':4,5]cyclopenta[1,2-c]pyrazol-6-yl)pyridin-3-yl)(N-morpholinyl)methanone CN1N=CC2=CC=C(C=C12)C=1C2=C(NN1)C1=C(C2)SC(=C1)C=1C=C(C=NC1)C(=O)N1CCOCC1